N-(2-(1H-indol-3-yl)ethyl)-N-(3-methoxybenzyl)2-methylpropan-2-en-1-amine N1C=C(C2=CC=CC=C12)CCN(CC(=C)C)CC1=CC(=CC=C1)OC